1-(2-bromoethyl)-4-[(tert-butoxycarbonyl)amino]-1H-pyrazole-5-carboxylic acid methyl ester COC(=O)C1=C(C=NN1CCBr)NC(=O)OC(C)(C)C